CC1(OB(OC1(C)C)C=1C=NN(C1)CCCCCCCCCO)C 9-[4-(4,4,5,5-tetramethyl-1,3,2-dioxaborolan-2-yl)-1H-pyrazol-1-yl]nonan-1-ol